C(C1=CC=CC=C1)OC=1C2=C(N=C(N1)SC)CC1(OC2)CCCC2=CC=C(C=C21)NC(OC(C)(C)C)=O tert-butyl (4'-(benzyloxy)-2'-(methylthio)-3,4,5',8'-tetrahydro-2H-spiro[naphthalene-1,7'-pyrano[4,3-d]pyrimidin]-7-yl)carbamate